7-(3-(aminomethyl)phenyl)benzofuran NCC=1C=C(C=CC1)C1=CC=CC=2C=COC21